FC1=C(C#N)C=CC(=C1)C1=NC=2C(=NC=CC2N2CCC3(CNC3)CC2)N1C1=C(C=C(C=C1)N1C[C@H](CC1)OC)F (S)-2-fluoro-4-(3-(2-fluoro-4-(3-methoxypyrrolidine-1-yl)phenyl)-7-(2,7-diazaspiro[3.5]nonane-7-yl)-3H-imidazo[4,5-b]pyridine-2-yl)benzonitrile